C(CC)(=O)OCC(O)CO glycerol monopropionate